5,7-dihydroxy-2-(3-hydroxy-4-methoxyphenyl)tryptamine OC1=CC(=C2NC(=C(CCN)C2=C1)C1=CC(=C(C=C1)OC)O)O